ClC1=NC=C(C(=C1)NC1CCN(CC1)C(=O)OC(C)(C)C)C(N(C)OC)=O tert-Butyl 4-[[2-chloro-5-[methoxy(methyl)carbamoyl]-4-pyridyl]amino]piperidine-1-carboxylate